BrC1=CC=C(C(=N1)C)NC1=C(C=CC=C1[N+](=O)[O-])C 6-bromo-2-methyl-N-(2-methyl-6-nitro-phenyl)pyridin-3-amine